OC(C)C=1C(=NC(=CC1)N1C=NC2=C1C=C(C(=C2)NC=2N=NC(=CC2)C)OC2CNCC2)N2N=C(C=C2C)C#N 1-[3-(1-Hydroxyethyl)-6-[5-[(6-methylpyridazin-3-yl)amino]-6-pyrrolidin-3-yloxy-benzimidazol-1-yl]-2-pyridinyl]-5-methyl-pyrazole-3-carbonitrile